4-(4-nitrobenzyl)piperazine-1-carboxylate [N+](=O)([O-])C1=CC=C(CN2CCN(CC2)C(=O)[O-])C=C1